C1(C=CC=C1)=[Pd]CC=CC1=CC=CC=C1 (2,4-cyclopentadienyl-1-yl)(phenyl-2-propenyl)-palladium